Cl.N1CCC2(CC1)[C@@H](C1=C(N=CS1)C2)N (6S)-spiro[4,6-dihydro-cyclopenta[d]thiazole-5,4'-piperidin]-6-amine hydrochloride